[Cl-].CO[Si](CCC[N+](CCCCCCCCCCCCCCCCCC)(C)C)(OC)OC 3-(trimethoxysilyl)propyldimethyloctadecyl-ammonium chloride